C1NCC12CN(CC2)C/C=C/C(=O)OC methyl (E)-4-(2,6-diazaspiro[3.4]octane-6-yl)but-2-enoate